FC(OC1CCC(CC1)NC1=NC=C(C(=N1)N[C@H]1C[C@H](CCCC1)O)C(=O)N)F 2-((1r,4R)-4-(difluoromethoxy)cyclohexylamino)-4-((1R,3S)-3-hydroxycycloheptylamino)pyrimidine-5-carboxamide